FC=1C(=CC(=NC1)OC)C(C(=O)N1CC2(CC1)NC1=NC(=C(C=C1CC2)C2=NC(=CC(=N2)[2H])[2H])C)C 2-(5-fluoro-2-methoxypyridin-4-yl)-1-{7-methyl-6-[(4,6-2H2)pyrimidin-2-yl]-3,4-dihydro-1H-spiro[1,8-naphthyridine-2,3'-pyrrolidin]-1'-yl}propan-1-one